C(C)(CC)N s-Butylamin